((3-(1H-imidazol-1-yl)benzyl)(3-methoxybenzyl)amino)thiazole-4-carboxylic acid ethyl ester C(C)OC(=O)C=1N=C(SC1)N(CC1=CC(=CC=C1)OC)CC1=CC(=CC=C1)N1C=NC=C1